3,4,9,10-perylenetetracarboxylic acid-3,4-anhydride C1=CC2=C3C(=CC=C4C5=CC=C(C=6C(=CC=C(C1=C34)C56)C(=O)O)C(=O)O)C(=O)OC2=O